1-(1,8-Naphthyridin-4-yl)-ethan N1=CC=C(C2=CC=CN=C12)CC